N-(1-(6,7-Difluoro-1-oxo-1,2-dihydroisoquinolin-4-yl)ethyl)-N-ethyl-1H-indole-2-carboxamide FC=1C=C2C(=CNC(C2=CC1F)=O)C(C)N(C(=O)C=1NC2=CC=CC=C2C1)CC